benzyl ((S)-1-((1S,2R,4R)-2-((tert-butoxycarbonyl)amino)-4-(isopropyl(methyl)amino)cyclohexyl)-2-oxopyrrolidin-3-yl)carbamat C(C)(C)(C)OC(=O)N[C@H]1[C@H](CC[C@H](C1)N(C)C(C)C)N1C([C@H](CC1)NC(OCC1=CC=CC=C1)=O)=O